2,2-di(t-butyl-peroxy)butaneLactoN C(C)(C)(C)OOC1(C(=O)OCC1)OOC(C)(C)C